3,6-diamino-benzothiazole NN1CSC2=C1C=CC(=C2)N